CC1COCCC1C1=CC(=C(C=C1)O)[N+](=O)[O-] 4-(3-methyltetrahydro-2H-pyran-4-yl)-2-nitrophenol